N-(cyanomethyl)-4-[5-(1-ethylpyrazol-4-yl)benzimidazol-1-yl]-2,6-dimethoxy-N-methyl-benzamide C(#N)CN(C(C1=C(C=C(C=C1OC)N1C=NC2=C1C=CC(=C2)C=2C=NN(C2)CC)OC)=O)C